CN1C(=NC2=C1C=CC=C2)CN(CC2=CC=C(C=C2)CNCC2=NC=CC=C2)C2CCCCC=1C2=NC=CC1 N-(1-methylbenzimidazol-2-ylmethyl)-N'-(2-pyridylmethyl)-N-(6,7,8,9-tetrahydro-5H-cyclohepta[b]pyridin-9-yl)-1,4-xylylenediamine